C1(=CC(=CC=C1)C[C@@H]1N(CC([C@@H]1NS(=O)(=O)C1CC1)(F)F)C(=O)C1OCC1)C1=CC=CC=C1 N-[(2S,3R)-2-[([1,1'-biphenyl]-3-yl)-methyl]-4,4-difluoro-1-(oxetane-carbonyl)pyrrolidin-3-yl]cyclopropane-sulfonamide